N1=CC=NC2=CC(=CC=C12)C=1C=C(C=NC1)N 5-(quinoxalin-6-yl)pyridin-3-amine